tetra-aminophenyl-adamantane NC1C2(C(C3(CC(CC1C3)C2)C2=CC=CC=C2)(N)N)N